CN1N=C(C(=C1C)O)C1=CC=CC=C1 1,5-Dimethyl-3-phenyl-pyrazol-4-ol